OC1=C(C(C)(C)C=2C=C(C=C(C2)N2N=C3C(=N2)C=CC=C3)C(C3=CC=CC=C3)(C)C)C=CC=C1 2-[2'-hydroxy-3',5'-bis(α,α-dimethylbenzyl)phenyl]-2H-benzotriazole